7-(N,N-diethylsulfamoyl)-benzo[c][1,2,5]oxadiazole C(C)N(S(=O)(=O)C1=CC=CC=2C1=NON2)CC